tert-butyl 2-[3-(benzyloxycarbonylamino)-3-methyl-azetidin-1-yl]-4-methoxy-6,8-dihydro-5H-pyrido[3,4-d]pyrimidine-7-carboxylate C(C1=CC=CC=C1)OC(=O)NC1(CN(C1)C=1N=C(C2=C(N1)CN(CC2)C(=O)OC(C)(C)C)OC)C